C(C)C(C(=O)O)CCCC.C(C)(C)(CC)OOC(C)(C)CC t-amyl peroxide 2-ethylhexanoate